[Ru].ClC=1C(=C(C(=NC1)C1=NC=CC=C1)Cl)Cl trichlorobipyridine ruthenium